3-{1-[2-(1H-Benzimidazol-1-yl)ethyl]piperidin-4-yl}-7-(2,8-dimethylimidazo[1,2-b]pyridazin-6-yl)-5-fluorocinnoline N1(C=NC2=C1C=CC=C2)CCN2CCC(CC2)C=2N=NC1=CC(=CC(=C1C2)F)C=2C=C(C=1N(N2)C=C(N1)C)C